(8R,9S,13S,14S)-13-Methyl-3-((6,6,6-trifluoro-4-iodohexyl)oxy)-6,7,8,9,11,12,13,14,15,16-decahydro-17H-cyclopenta[a]phenanthren-17-one C[C@@]12C(CC[C@H]1[C@@H]1CCC=3C=C(C=CC3[C@H]1CC2)OCCCC(CC(F)(F)F)I)=O